C(C)(C)(C)C1=CC(=NO1)NC(=O)NC1=CC=C(C=C1)N1C=NC2=C1C=CC(=C2)OCCN(C)C 1-(5-tert-butyl-isoxazol-3-yl)-3-{4-[5-(2-dimethylamino-ethoxy)-benzimidazol-1-yl]-phenyl}-urea